N-[trans-4-(2-hydroxy-2-methylpropyloxy)cyclohexyl]-4-(6-methylfuro[3,2-c]pyridin-4-yl)benzamide OC(CO[C@@H]1CC[C@H](CC1)NC(C1=CC=C(C=C1)C1=NC(=CC2=C1C=CO2)C)=O)(C)C